C(CCCCCCCCCCCCCCCC(C)O)O octadecane-1,17-diol